[Cl-].ClC1=C(C=C(OC[C@H](C)[NH3+])C=C1)C(C)(NC(CC)=O)C [(1S)-2-[4-chloro-3-[1-methyl-1-(propanoylamino)ethyl]phenoxy]-1-methyl-ethyl]ammonium chloride